N-(1-(tert-butyl)-6-(difluoromethoxy)-1H-benzo[d]imidazol-2-yl)-3,3-dimethylbutanamide C(C)(C)(C)N1C(=NC2=C1C=C(C=C2)OC(F)F)NC(CC(C)(C)C)=O